(2R)-2-[4-[3-amino-6-(2-hydroxyphenyl)pyridazin-4-yl]pyrazol-1-yl]-N,N-dimethyl-propanamide NC=1N=NC(=CC1C=1C=NN(C1)[C@@H](C(=O)N(C)C)C)C1=C(C=CC=C1)O